O1C(=CC=C1)C=1N=C(NC1)C1=CC=CC=C1 4-(2-Furyl)-2-phenylimidazole